(R)-tert-butyl (1-(2-fluoro-4-(trifluoromethyl)phenyl)pyrrolidin-3-yl)carbamate FC1=C(C=CC(=C1)C(F)(F)F)N1C[C@@H](CC1)NC(OC(C)(C)C)=O